5-(2,3-dihydro-1H-inden-4-yl)-6-methoxy-3-(1-(pyridin-4-yl)-1H-pyrazol-4-yl)-1H-pyrazolo[4,3-b]pyridine C1CCC2=C(C=CC=C12)C1=C(C=C2C(=N1)C(=NN2)C=2C=NN(C2)C2=CC=NC=C2)OC